5,8-dichloro-3-ethylpyridino[2,3-d]pyridazine ClC1=C2C(=C(N=N1)Cl)N=CC(=C2)CC